3-[(3-{7-bromo-3-[(trifluoromethyl)sulfanyl]-1-benzofuran-2-yl}prop-2-yn-1-yl)amino]-4-methoxy-N-methylbenzamide BrC1=CC=CC=2C(=C(OC21)C#CCNC=2C=C(C(=O)NC)C=CC2OC)SC(F)(F)F